tert-butyl (3S,4S)-3-amino-4-methoxypyrrolidin-1-carboxylate N[C@H]1CN(C[C@@H]1OC)C(=O)OC(C)(C)C